CC1C(C(C(C=C1)(C(C1=CC=CC=C1)C1=CC=CC=C1)C)(C)C)(C)C hexamethyltriphenylmethane